tert-butyl 3-((2S,3S)-1-methyl-5-oxo-2-(pyridin-3-yl)pyrrolidine-3-carboxamido)propanoate CN1[C@@H]([C@H](CC1=O)C(=O)NCCC(=O)OC(C)(C)C)C=1C=NC=CC1